[C@H]12COC[C@@H]2C1NC(=O)C1=CC(=NN1C(C)C1=CC(=CC=C1)OCCO)C(=O)NC (+/-)-N5-((1R,5S,6r)-3-Oxabicyclo[3.1.0]hexan-6-yl)-1-(1-(3-(2-hydroxyethoxy)phenyl)ethyl)-N3-methyl-1H-pyrazole-3,5-dicarboxamide